(4-(3-morpholinopropyl)-1-phenyl-1H-imidazol-2-yl)-3-(1H-pyrazol-4-yl)benzamide tert-butyl-N-[[4-[6-(4-hydroxybutyl)pyrrolo[2,1-f][1,2,4]triazin-4-yl]-2-methyl-phenyl]methyl]carbamate C(C)(C)(C)OC(NCC1=C(C=C(C=C1)C1=NC=NN2C1=CC(=C2)CCCCO)C)=O.O2CCN(CC2)CCCC=2N=C(N(C2)C2=CC=CC=C2)C2=C(C(=O)N)C=CC=C2C=2C=NNC2